C1(=CC=C(C=C1)CS(=O)(=O)C1=NC(=CC(=N1)C=1C=CC(N(C1)CC1=CC(=C(C=C1)OC)OC)=O)C(F)(F)F)C1=CC=CC=C1 5-(2-(([1,1'-biphenyl]-4-ylmethyl)sulfonyl)-6-(trifluoromethyl)pyrimidin-4-yl)-1-(3,4-dimethoxybenzyl)pyridin-2(1H)-one